BrC1=C(C=C(C=C1)F)C\C=N\[S@](=O)C(C)(C)C (R,E)-N-(2-(2-bromo-5-fluorophenyl)ethylidene)-2-methylpropane-2-sulfinamide